NCCOCCOCCNS(=O)(=O)C1=CC=C(O[C@@H]2[C@H](C3=CC(=CC(=C3C2)Cl)C#N)N2CCN(CC2)C(=O)OC(C)(C)C)C=C1 tert-butyl 4-((1S,2S)-2-(4-(N-(2-(2-(2-aminoethoxy)ethoxy)ethyl)sulfamoyl)phenoxy)-4-chloro-6-cyano-2,3-dihydro-1H-inden-1-yl)piperazine-1-carboxylate